ClC1=NC(=NC(=C1C(=O)NC12CCC(CC1)(CC2)F)Cl)C 4,6-dichloro-N-(4-fluorobicyclo[2.2.2]octan-1-yl)-2-methylpyrimidine-5-carboxamide